C1(CCCCC1)N1C[C@H]([C@@H](CC1)NC(=O)C1=NOC(=C1)C1=C(C=C(C=C1)F)F)C(=O)N1CC(CC1)C1=NC=CC=C1 5-(2,4-difluoro-phenyl)-isoxazole-3-carboxylic acid [(3R,4R)-1-cyclohexyl-3-(3-pyridin-2-yl-pyrrolidine-1-carbonyl)-piperidin-4-yl]-amide